C(=O)(OCC1=CC=CC=C1)N[C@@H](C(C1=CNC=N1)CNC(CC)=O)C(=O)O N-carbobenzoxy-beta-propionamidomethyl-histidine